3-(4-((4-(2-(2-aminopyridin-3-yl)-5-phenyl-3H-imidazo[4,5-b]pyridin-3-yl)benzyl)amino)piperidin-1-yl)-4-methoxycyclobut-3-ene-1,2-dione NC1=NC=CC=C1C1=NC=2C(=NC(=CC2)C2=CC=CC=C2)N1C1=CC=C(CNC2CCN(CC2)C=2C(C(C2OC)=O)=O)C=C1